CC=1N=C(SC1)C=1N=NNC1 4-(4-methylthiazol-2-yl)-1H-1,2,3-triazol